2-[4-(4-chlorophenyl)-5-[2-(trifluoromethyl)-4-pyridinyl]imidazol-1-yl]-1-(2,7-diazaspiro[3.5]non-7-yl)ethanone ClC1=CC=C(C=C1)C=1N=CN(C1C1=CC(=NC=C1)C(F)(F)F)CC(=O)N1CCC2(CNC2)CC1